2-[4-[[(1S,2S)-2-hydroxycyclohexyl]amino]pyrido[3,4-d]pyridazin-1-yl]-5-(trifluoromethoxy)phenol O[C@@H]1[C@H](CCCC1)NC=1N=NC(=C2C1C=NC=C2)C2=C(C=C(C=C2)OC(F)(F)F)O